BrC1=CC=C2C(C(N(C2=C1)CC1CN(C1)C1=CC(=CC(=C1)C(F)(F)F)Cl)=O)(C)C 6-bromo-1-((1-(3-chloro-5-(trifluoromethyl)phenyl)azetidin-3-yl)methyl)-3,3-dimethylindolin-2-one